Bis(methyl)ethyl-germanium methyl-4-[tert-butyl(dimethyl)silyl]oxy-3-[[tert-butyl(dimethyl)silyl]oxymethyl]but-2-enoate COC(C=C(CO[Si](C)(C)C(C)(C)C)CO[Si](C)(C)C(C)(C)C)=O.C[Ge](CC)C